(R)-N-(2-chloro-3-((5-chloro-3-methyl-4-oxo-3,4-dihydroquinazolin-6-yl)amino)-4,5-difluoroPhenyl)-3-fluoropyrrolidine-1-sulfonamide trifluoroacetate salt FC(C(=O)O)(F)F.ClC1=C(C=C(C(=C1NC=1C(=C2C(N(C=NC2=CC1)C)=O)Cl)F)F)NS(=O)(=O)N1C[C@@H](CC1)F